3-(2,2-dimethylpyrrolidin-1-yl)propan-1-amine CC1(N(CCC1)CCCN)C